Methanesulfinate CS(=O)[O-]